C(CC)NC1=CC=CC=C1 propylphenylamine